3-[6-Chloro-3-[[(1R)-1-[6-methyl-2-(1-methylpyrazol-4-yl)-4-oxo-chromen-8-yl]ethyl]amino]-2-pyridyl]-4H-1,2,4-oxadiazol-5-one ClC1=CC=C(C(=N1)C1=NOC(N1)=O)N[C@H](C)C=1C=C(C=C2C(C=C(OC12)C=1C=NN(C1)C)=O)C